7-(3-(3,4-dimethoxyphenyl)propanoyl)-1-(9H-fluoren-9-yl)-3,11-dioxo-2-oxa-4,7,10-triazatetradecan-14-oic acid COC=1C=C(C=CC1OC)CCC(=O)N(CCNC(OCC1C2=CC=CC=C2C=2C=CC=CC12)=O)CCNC(CCC(=O)O)=O